4-(Morpholin-4-ylsulfonyl)-2-chlorobenzoic acid N1(CCOCC1)S(=O)(=O)C1=CC(=C(C(=O)O)C=C1)Cl